tert-butyl 4-((4-(sec-butyl)-2-(4-(methoxycarbonyl)phenyl)piperazin-1-yl)methyl)-5-methoxy-7-methyl-1H-indole-1-carboxylate C(C)(CC)N1CC(N(CC1)CC1=C2C=CN(C2=C(C=C1OC)C)C(=O)OC(C)(C)C)C1=CC=C(C=C1)C(=O)OC